FC1=C(C(=O)N)C=C(C=C1)C[C@@H]1CC[C@H](CC1)C(=O)N1OCC[C@H]1C1=NC=CN=C1 trans-2-fluoro-5-[[4-[(3S)-3-pyrazin-2-ylisoxazolidine-2-carbonyl]cyclohexyl]methyl]benzamide